(5-Ethoxy-2-formylphenyl)boronic acid C(C)OC=1C=CC(=C(C1)B(O)O)C=O